FC=1C=C(C=C(C1)F)C=1NC2=CC(=CC=C2C(C1C(=O)O)=O)Br 2-(3,5-difluorophenyl)-3-carboxy-7-bromo-4(1H)-quinolone